5-bromo-1,2,4-benzenetricarboxylic acid BrC1=C(C=C(C(=C1)C(=O)O)C(=O)O)C(=O)O